N1(N=CC=C1)CC1=NC(=C(C(=O)OC)C=C1)OC Methyl 6-((1H-pyrazol-1-yl)methyl)-2-methoxynicotinate